N1=C(N=CC=C1)N1N=C(C(=C1)C1CC(C(C1)(C)C)(C)C)C(F)(F)F 2-pyrimidin-2-yl-4-(3,3,4,4-tetramethylcyclopentyl)-5-(trifluoromethyl)pyrazol